C(#N)CNC(CNC(C1=CC=C(C=C1)C1=NC(=NC=C1)NC1=CC=C(C=C1)N1CCOCC1)=O)=O N-(2-(cyanomethylamino)-2-oxoethyl)-4-(2-(4-morpholinophenyl-amino)pyrimidin-4-yl)benzamide